CN(C)C(C(=O)[O-])C1=CC=CC=C1 (N,N-dimethyl)aminophenylacetate